(E)-1-(2-Hydroxyphenyl)-3-[4-[4-(2-methoxyphenyl)piperazin-1-yl]phenyl]prop-2-en-1-one OC1=C(C=CC=C1)C(\C=C\C1=CC=C(C=C1)N1CCN(CC1)C1=C(C=CC=C1)OC)=O